6-chloro-N-[2-fluoro-4-(trifluoromethoxy)phenyl]-1H-indole-3-sulphonamide ClC1=CC=C2C(=CNC2=C1)S(=O)(=O)NC1=C(C=C(C=C1)OC(F)(F)F)F